FC=1C=C(C=CC1F)[C@H]1[C@@H](CN(C1)CCOC)NC(=O)NC1=C(C(=NN1C1=CC=CC=C1)C=1C=NN(C1)C)C(C)C 1-((3s,4r)-4-(3,4-difluorophenyl)-1-(2-methoxyethyl)pyrrolidin-3-yl)-3-(4-isopropyl-1'-methyl-1-phenyl-1h,1'h-[3,4'-bipyrazol]-5-yl)urea